CN1N=CC2=CC=C(C=C12)C1=C2CN(C(C2=C(C=C1)[N+](=O)[O-])=O)CC1(OC1)C 4-(1-methylindazol-6-yl)-2-[(2-methyloxiran-2-yl)methyl]-7-nitro-isoindolin-1-one